COC(=O)C1(CCC2(C(=CC3=CC=C(C=C23)OC)C2=CC(=CC=C2)C)CC1)NC1=CC(=CC=C1)Cl (1r,4r)-4-(3-Chloroanilino)-6'-methoxy-2'-(3-methylphenyl)spiro[cyclohexane-1,1'-indene]-4-carboxylic acid methyl ester